bis(1-ethyl-2-methyl-1H-indol-3-yl)-(9-ethyl-9H-carbazol-3-yl)methane C(C)N1C(=C(C2=CC=CC=C12)C(C=1C=CC=2N(C3=CC=CC=C3C2C1)CC)C1=C(N(C2=CC=CC=C12)CC)C)C